(R)-((4-acetoxy-3-((1-methylpyrrolidin-2-yl)methyl)-1H-indol-1-yl)methyl)phosphonic acid C(C)(=O)OC1=C2C(=CN(C2=CC=C1)CP(O)(O)=O)C[C@@H]1N(CCC1)C